1-(4-(3-(2,4-Difluoro-3-hydroxy-5-(trifluoromethyl)phenyl)-1-methyl-1H-pyrazolo[3,4-d]pyrimidin-6-yl)piperazin-1-yl)-2-morpholinoethan-1-one FC1=C(C=C(C(=C1O)F)C(F)(F)F)C1=NN(C2=NC(=NC=C21)N2CCN(CC2)C(CN2CCOCC2)=O)C